ClC1=C(C(=C(C=C1)N1CCN(CC1)C1=C(C=C(C=C1)C1C(NC(CC1)=O)=O)F)F)F 3-(4-(4-(4-Chloro-2,3-difluorophenyl)piperazin-1-yl)-3-fluorophenyl)piperidine-2,6-dione